The molecule is a quassinoid isolated from Quassia amara and Quassia africana. It has been shown to exhibit antimalarial, cytotoxic and antiviral activities. It has a role as a metabolite, an antineoplastic agent, an antiviral agent and an antimalarial. It is a quassinoid, an organic heteropentacyclic compound, a delta-lactone, a cyclic ether, an enone, a secondary alcohol, a triol and a secondary alpha-hydroxy ketone. CC[C@@H](C)C(=O)O[C@@H]1[C@H]2[C@@]3([C@H]([C@@H]([C@H]4[C@@]2(CO3)[C@@H](C[C@@H]5[C@@]4([C@@H](C(=O)C=C5C)O)C)OC1=O)O)O)C